C(C=C)C1=C(C(=NC=C1)C(C)C)N1C(N=C(C2=C1N=C(C(=C2)F)C2=C(C=CC=C2F)CC=C)N2[C@H](CN(CC2)C(=O)OC(C)(C)C)C)=O tert-butyl (3S)-4-(1-(4-allyl-2-isopropylpyridin-3-yl)-7-(2-allyl-6-fluorophenyl)-6-fluoro-2-oxo-1,2-dihydropyrido[2,3-d]pyrimidin-4-yl)-3-methylpiperazine-1-carboxylate